C(CC)OC(=O)C1=C(N(C2=CC=C(C=C12)OC[C@@H](CNC1=CC=CC=C1)O)C1=C(C=CC=C1)C)C (R)-5-[2-hydroxy-3-(anilino)-propoxy]-2-methyl-1-(methylphenyl)indole-3-carboxylic acid propyl ester